N1(CCSCC1)C=O (thiomorpholinyl)methanone